N-methyl-4-(5-(4-(2-oxopyrrolidin-1-yl)phenyl)pyridin-3-yl)-1H-pyrrolo[2,3-b]pyridine-2-carboxamide CNC(=O)C1=CC=2C(=NC=CC2C=2C=NC=C(C2)C2=CC=C(C=C2)N2C(CCC2)=O)N1